2-(2-chloropyridin-4-yl)-5-ethyl-1,5,6,7-tetrahydro-4H-pyrrolo[3,2-c]pyridin-4-one ClC1=NC=CC(=C1)C1=CC=2C(N(CCC2N1)CC)=O